2-[2-Hydroxy-(1,1'-binaphthalene)-2'-oxy]-ethan-1-ol OC1=C(C2=CC=CC=C2C=C1)C=1C(=CC=C2C=CC=CC12)OCCO